ClC(C1=CC2=C(N=C(N=C2)SC)N(C1=O)C1CCCC12CC2)(F)F 6-[chloro(difluoro)methyl]-2-methylsulfanyl-8-spiro[2.4]heptan-7-yl-pyrido[2,3-d]pyrimidin-7-one